COC1=C(C=C(C=C1)OC)C1=NC2=C(N1C1CC(C1)C(NC)=O)C=C(C=C2)C(=O)NCCCN2CCN(CC2)C2=C(C(=CC=C2)C)C 2-(2,5-dimethoxyphenyl)-N-(3-(4-(2,3-dimethylphenyl)piperazin-1-yl)propyl)-1-((1r,3s)-3-(methylcarbamoyl)cyclobutyl)-1H-benzo[d]imidazole-6-carboxamide